tert-butyl ((4-ethyl-6-formyl-3-(4-hydroxyphenyl)-5-(1H-indazol-5-yl)pyridin-2-yl)methyl)carbamate C(C)C1=C(C(=NC(=C1C=1C=C2C=NNC2=CC1)C=O)CNC(OC(C)(C)C)=O)C1=CC=C(C=C1)O